isophthalic acid monosodium salt [Na+].C(C1=CC(C(=O)O)=CC=C1)(=O)[O-]